4-(dimethylamino)salicylaldehyde CN(C=1C=C(C(C=O)=CC1)O)C